C(C1=CC=CC=C1)OCC1=CC(=C(C=C1)NC(C1=CC(=CC=C1)B1OC(C(O1)(C)C)(C)C)=O)F N-(4-((benzyloxy)methyl)-2-fluorophenyl)-3-(4,4,5,5-tetramethyl-1,3,2-dioxaborolan-2-yl)benzamide